NC1=NC=CC=C1C1=NC=2C(=NC(=CC2)C2=CC=CC=C2)N1C1=CC=C(CN2CCC(CC2)NC=2C(C(C2OC2CCCC2)=S)=S)C=C1 3-((1-(4-(2-(2-Aminopyridin-3-yl)-5-phenyl-3H-imidazo[4,5-b]pyridin-3-yl)benzyl)piperidin-4-yl)amino)-4-(cyclopentyloxy)cyclobut-3-ene-1,2-dithione